FC(C1=CC=CC(=N1)C1=CC=C(C=C1)CC=1N(C(C=2N(C1)C(=NC2)C2CCOCC2)=O)C)F (1s)-6-[[4-[6-(difluoromethyl)-2-pyridinyl]phenyl]methyl]-7-methyl-3-tetrahydropyran-4-yl-imidazo[1,5-a]pyrazin-8-one